C1(=CC=CC=C1)C=CC[C@@]1(NCCC1)C(=O)O α-(3-phenyl-allyl)-proline